n-decyl-boric acid C(CCCCCCCCC)OB(O)O